C[C@H]1N(C(OC1=O)C1=CC=CC=C1)C(=O)OCC1=CC=CC=C1 benzyl (4R)-4-methyl-5-oxo-2-phenyloxazolidine-3-carboxylate